O=C1NC(CCC1NC1=CC(=C(C=C1)C1CCN(CC1)C[C@@H]1CC[C@H](CC1)C(=O)O)F)=O trans-4-((4-(4-((2,6-dioxopiperidin-3-yl)amino)-2-fluorophenyl)piperidin-1-yl)methyl)cyclohexane-1-carboxylic acid